F[C@@H]1C[C@H](N2N=C(N=C21)C(=O)OCC)C2=CC=CC=C2 ethyl trans-7-fluoro-5-phenyl-6,7-dihydro-5H-pyrrolo[1,2-b][1,2,4]triazole-2-carboxylate